2,4,5-trichloro-6-methylpyrimidine ClC1=NC(=C(C(=N1)Cl)Cl)C